C(C1=CC=CC=C1)OC1=CC(=C(C=O)C=C1C1OCCO1)F 4-(benzyloxy)-5-(1,3-dioxolan-2-yl)-2-fluorobenzaldehyde